5-[3-(5-chloropyrimidin-2-yl)pyrrolidine-1-carbonyl]-6-methyl-N-(1-methylcyclopropyl)furo[2,3-d]pyrimidin-4-amine ClC=1C=NC(=NC1)C1CN(CC1)C(=O)C1=C(OC=2N=CN=C(C21)NC2(CC2)C)C